dodecylbenzene phosphate P(=O)(O)(O)O.C(CCCCCCCCCCC)C1=CC=CC=C1